C1(CC1)CNCCC1=CC=C(C=C1)[C@H]1[C@H](CCC2=CC(=CC=C12)OC)C1=C(C=CC=C1)C N-(cyclopropylmethyl)-2-(4-((1R,2S)-6-methoxy-2-(o-tolyl)-1,2,3,4-tetrahydronaphthalen-1-yl)phenyl)ethan-1-amine